OC1CN(CCC1C1=CC=C(C=C1)NS(=O)(=O)C)C1C(N(CC1)CC1=CC=C(C=C1)C([2H])([2H])[2H])=O N-(4-(3-hydroxy-1-(1-(4-(methyl-d3)benzyl)-2-oxopyrrolidin-3-yl)piperidin-4-yl)phenyl)methanesulfonamide